3-nitro-3-(4-fluoro-1H-pyrazol-1-yl)azetidine-1-carboxylic acid tert-butyl ester C(C)(C)(C)OC(=O)N1CC(C1)(N1N=CC(=C1)F)[N+](=O)[O-]